FC=1C(=CC2=C(N=C(S2)C=2C=C(C=C3C=NC(=NC23)OC)C)C1)OC 5-fluoro-6-methoxy-2-(2-methoxy-6-methyl-quinazolin-8-yl)benzo[d]thiazole